CC1=NC=CC=C1NS(=O)(=O)C1=CNC(=C1)C1=CC=CC=C1 N-(2-methyl-3-pyridyl)-5-phenyl-1H-pyrrole-3-sulfonamide